ethyl 2-(1-(2-cyanophenyl)-1-(1H-pyrazol-4-yl)propan-2-yl)-5-methoxy-1-methyl-6-oxo-1,6-dihydropyrimidine-4-carboxylate C(#N)C1=C(C=CC=C1)C(C(C)C=1N(C(C(=C(N1)C(=O)OCC)OC)=O)C)C=1C=NNC1